methyl cis-2-((4'-fluorobiphenyl-3-yl)methyl)-3-((methylsulfonyl)amino)piperidine-1-carboxylate FC1=CC=C(C=C1)C1=CC(=CC=C1)C[C@@H]1N(CCC[C@@H]1NS(=O)(=O)C)C(=O)OC